C1(CCC1)N1CC2(CCC2)C2=C1N=CN=C2N2C[C@H](N(C[C@@H]2C)C(=O)OC(C)(C)C)C tert-butyl (2R,5S)-4-(7-cyclobutylspiro[6H-pyrrolo[2,3-d]pyrimidine-5,1'-cyclobutane]-4-yl)-2,5-dimethyl-piperazine-1-carboxylate